1-(5-methylpyrimidin-2-yl)propane-2-sulfonamide CC=1C=NC(=NC1)CC(C)S(=O)(=O)N